C(C(=C)C)(=O)OCC(COCCC[SiH2]C(O[Si](C)(C)C)O[Si](C)(C)C)O 3-(3-Methacryloxy-2-hydroxypropoxy)propylbis(trimethyl-siloxy)methyl-silane